ClC=1OC2=C(N1)C=CC(=C2)OC 2-chloro-6-methoxybenzo[d]oxazole